tert-butyl (2R,5S)-2-methyl-5-phenyl-4-(2,2,2-trifluoroacetyl)piperazine-1-carboxylate C[C@H]1N(C[C@@H](N(C1)C(C(F)(F)F)=O)C1=CC=CC=C1)C(=O)OC(C)(C)C